ClC1=NC=CC(=N1)C1=C(N=C(S1)NS(=O)(=O)C)C1=CC=C(C=C1)F N-(5-(2-chloropyrimidin-4-yl)-4-(4-fluorophenyl)thiazol-2-yl)methanesulfonamide